tert-butyl (1R,3S,5S)-3-((6-chloro-5-isopropylpyridazin-3-yl) oxy)-8-azabicyclo[3.2.1]octane-8-carboxylate ClC1=C(C=C(N=N1)OC1C[C@H]2CC[C@@H](C1)N2C(=O)OC(C)(C)C)C(C)C